N-(3-(2-((3-fluoropyridin-2-yl)amino)-8,9-dihydroimidazo[1',2':1,6]pyrido[2,3-d]pyrimidin-6-yl)-4-methylphenyl)-4-(trifluoromethyl)pyridineamide FC=1C(=NC=CC1)NC=1N=CC2=C(N1)N1C(C(=C2)C=2C=C(C=CC2C)NC(=O)C2=NC=CC(=C2)C(F)(F)F)=NCC1